2-cyclohexyl-2-[2-(2,4-dimethoxy-phenyl)-benzoimidazol-1-yl]-N-(2,6-dimethyl-phenyl)-acetamide C1(CCCCC1)C(C(=O)NC1=C(C=CC=C1C)C)N1C(=NC2=C1C=CC=C2)C2=C(C=C(C=C2)OC)OC